N-methoxycarbonyl-N'-benzoyl-hydrazine COC(=O)NNC(C1=CC=CC=C1)=O